(4-fluorophenethyl)-5,6-dihydroxy-2-methylpyrimidine-4-carboxamide FC1=CC=C(CCNC(=O)C2=NC(=NC(=C2O)O)C)C=C1